(E)-3-(3-(3,5-bis(trifluoromethyl)phenyl)-1H-1,2,4-triazol-1-yl)-2-(4-(pyridin-3-yl)phenyl)acrylamide FC(C=1C=C(C=C(C1)C(F)(F)F)C1=NN(C=N1)/C=C(/C(=O)N)\C1=CC=C(C=C1)C=1C=NC=CC1)(F)F